Pyrrolo[3,4-f]benzotriazol-5,7(2H,6H)-dion N=1NN=C2C1C=C1C(=C2)C(NC1=O)=O